OCCCCCCCCCCCNC(=O)C1C[C@H](C([C@@H](C1)OCCC(=O)OC(C)(C)C)OCCC(=O)OC(C)(C)C)OCCC(=O)OC(C)(C)C tri-tert-butyl 3,3',3''-(((1R,3R)-5-((11-hydroxyundecyl)carbamoyl)cyclohexane-1,2,3-triyl)tris(oxy))tripropionate